FC(C(=O)O)(F)F.C(C1=CC=CC=C1)OC(CN(CC(=O)O)CCNC(=O)[C@@H]1[C@H](N(C(C1)=O)C)C=1C=NC=CC1)=O N-(2-(benzyloxy)-2-oxoethyl)-N-(2-((2S,3S)-1-methyl-5-oxo-2-(pyridin-3-yl)pyrrolidine-3-carboxamido)ethyl)glycine compound with 2,2,2-trifluoroacetic acid